OC=1C(=C(C=NC1C)COC1=C(OP(=O)=N[C@H](C(=O)OC2=CC=C(C=C2)C)C)C=CC=C1)CO (2S)-p-Tolyl 2-(((5-hydroxy-4-(hydroxymethyl)-6-methylpyridin-3-yl)methoxy)(phenoxy)phosphorylamino)propanoate